FC(C1(CCC1)C=1C=C(C=CC1)N1C(C2=CC(=CC(=C2C1)C(F)(F)F)CNC1(CCC1)C)=O)(C1=NN=CN1C)F 2-(3-(1-(difluoro(4-methyl-4H-1,2,4-triazol-3-yl)methyl)cyclobutyl)phenyl)-6-(((1-methylcyclobutyl)amino)methyl)-4-(trifluoro-methyl)isoindolin-1-one